ClC1=CC(=NC=N1)C(O)N1C[C@H]([C@@H](CC1)N1CC2=CC=CC=C2CC1)O trans-(6-chloropyrimidin-4-yl)(4-(3,4-dihydroisoquinolin-2(1H)-yl)-3-hydroxypiperidin-1-yl)methanol